1-Ethyl 5-(4-methylpiperazin-1-yl)pyrazolo[1,5-a]pyrimidine-3-carboxylate CN1CCN(CC1)C1=NC=2N(C=C1)N=CC2C(=O)OCC